CCCCCCCC/C=C\\C/C=C\\C/C=C\\CCCC(=O)[O-] The molecule is a polyunsaturated fatty acid anion that is the conjugate base of (5Z,8Z,11Z)-icosatrienoic acid, obtained by deprotonation of the carboxy group; major species at pH 7.3. It is a polyunsaturated fatty acid anion and a long-chain fatty acid anion. It is a conjugate base of a (5Z,8Z,11Z)-icosatrienoic acid.